7-((2S,2S)-2-(6-chloroimidazo[1,2-b]pyridazin-8-yl)cyclopropyl)-2-(2,2,2-trifluoroethoxy)quinoline ClC=1C=C(C=2N(N1)C=CN2)[C@@H]2C(C2)C2=CC=C1C=CC(=NC1=C2)OCC(F)(F)F